FC1=C(N=CC2=C1N=C(N=C2N2CC1(C(NC(N1)=O)=O)CCC2)OCC21CCCN1CCC2)C2=CC=CC1=CC=CC(=C21)C 7-(8-fluoro-2-((hexahydro-1H-pyrrolizin-7a-yl)methoxy)-7-(8-methylnaphthalen-1-yl)pyrido[4,3-d]pyrimidin-4-yl)-1,3,7-triazaspiro[4.5]decane-2,4-dione